(2S,3S)-4-(tert-butoxy)-3-((tert-butoxycarbonyl)amino)-1-hydroxy-4-oxobutan-2-yl [1,1'-biphenyl]-4-carboxylate C1(=CC=C(C=C1)C(=O)O[C@H](CO)[C@@H](C(=O)OC(C)(C)C)NC(=O)OC(C)(C)C)C1=CC=CC=C1